5-chloro-N-((1r,4r)-4-((3-(4-ethoxyphenyl)-2-oxo-2,3-dihydro-1H-imidazo[4,5-b]pyridin-1-yl)methyl)cyclohexyl)-2-methylnicotinamide ClC=1C=NC(=C(C(=O)NC2CCC(CC2)CN2C(N(C3=NC=CC=C32)C3=CC=C(C=C3)OCC)=O)C1)C